2-methoxyethyl N-(tert-butoxycarbonyl)-O-methyl-L-serinate C(C)(C)(C)OC(=O)N[C@@H](COC)C(=O)OCCOC